lauroyl-sodium methylaminopropionate CNC(C(=O)O)C.C(CCCCCCCCCCC)(=O)[Na]